C1=NC=C(C2=CC=CC=C12)[C@@H]1CCC=2C(=NC=NC2C1)N1CCN(CC1)C(C=C)=O 1-[4-[(7R)-7-(4-isoquinolyl)-5,6,7,8-tetrahydroquinazolin-4-yl]piperazin-1-yl]prop-2-en-1-one